FC1=C(C=CC(=C1)[N+](=O)[O-])I 2-fluoro-1-iodo-4-nitro-benzene